NC=1C(=NC=2C=C3C(=CC2C1)OCO3)CC(C)O 7-amino-[1,3]dioxolo[4,5-g]quinolin-6-ylpropan-2-ol